OCC(=O)[C@@H](O)[C@H](O)[C@H](O)CO fructose